bis(5-methoxyindol-3-yl)(phenyl)methane COC=1C=C2C(=CNC2=CC1)C(C1=CC=CC=C1)C1=CNC2=CC=C(C=C12)OC